[AlH4-].[Li+].O1C(CCCC1)N1N=CC2=CC(=CC=C12)CCCCN 4-(1-tetrahydropyran-2-ylindazol-5-yl)butan-1-amine Lithium aluminium hydride